4-((Benzyloxy)methyl)-2-(3,5-dichloro-4-((5-isopropyl-1-(methoxymethyl)-6-oxo-1,6-dihydropyridazin-3-yl)oxy)phenyl)-6-methoxy-1,2,4-triazine-3,5(2h,4h)-dione C(C1=CC=CC=C1)OCN1C(N(N=C(C1=O)OC)C1=CC(=C(C(=C1)Cl)OC1=NN(C(C(=C1)C(C)C)=O)COC)Cl)=O